(2S,4R)-9-(1-{[5-(aminomethyl)morpholin-2-yl]acetyl}azetidin-3-yl)oxy-5,5-dihydroxy-6-oxa-5-boranuidatricyclo[5.4.0.02,4]undeca-1(7),8,10-triene-8-carboxylic acid NCC1COC(CN1)CC(=O)N1CC(C1)OC1=C(C=2O[B-]([C@@H]3C[C@@H]3C2C=C1)(O)O)C(=O)O